N1C=C(C=2C1=NC=CC2)C=2N=CN(C2)C=2C=C(C=CC2)[C@]2(C(N(CC2)C)=O)O (R,S)-3-(3-(4-(1H-pyrrolo[2,3-b]pyridin-3-yl)-1H-imidazol-1-yl)phenyl)-3-hydroxy-1-methylpyrrolidin-2-one